4-aminobutylguanidine NCCCCNC(=N)N